ClC1=C(C=C(C=C1)NC(=O)N1[C@H]2CC[C@@H]1CC=1N=CN=CC12)C(F)(F)F (5S,8R)-N-(4-chloro-3-(trifluoromethyl)phenyl)-6,7,8,9-tetrahydro-5H-5,8-epimino-cyclohepta[d]pyrimidine-10-carboxamide